2-(2-isopropoxyacetamido)butanoic acid C(C)(C)OCC(=O)NC(C(=O)O)CC